C[C@H]1CN(CCC1)CC1=C2C(=NC(=C1)C(=O)O)C1(CN2)CC1 (R)-7'-((3-methylpiperidin-1-yl)methyl)-1',2'-dihydrospiro[cyclopropane-1,3'-pyrrolo[3,2-b]pyridine]-5'-carboxylic acid